N,N-dimethylethylcyclohexyl-ammonium bromide [Br-].C[N+](C)(C1CCCCC1)CC